FC=1C=C(C2=C(OCCO2)C1)NC1=NC=2N(C(=C1)NC([2H])([2H])[2H])N=CC2C(=O)N[C@@H]2[C@@H](C2)F 5-((7-fluoro-2,3-dihydrobenzo[b][1,4]dioxin-5-yl)amino)-N-((1S,2R)-2-fluorocyclopropyl)-7-((methyl-d3)amino)pyrazolo[1,5-a]pyrimidine-3-carboxamide